(R)-N-(2-((4-(4,4-dimethylcyclohexyl)phenyl)amino)ethyl)-2-oxoimidazolidine-4-carboxamide CC1(CCC(CC1)C1=CC=C(C=C1)NCCNC(=O)[C@@H]1NC(NC1)=O)C